FC1=CC=C(C=C1)N1C(=C(C2=C1C=C1C=NN(C1=C2)C(C(C)(C)C)=O)B2OC(C(O2)(C)C)(C)C)C2CCOCC2 1-(5-(4-fluorophenyl)-6-(tetrahydro-2H-pyran-4-yl)-7-(4,4,5,5-tetramethyl-1,3,2-dioxaborolan-2-yl)pyrrolo[2,3-f]indazol-1(5H)-yl)-2,2-dimethylpropan-1-one